C(C)OC(CC1=C(C(=CC=C1)Br)O)=O.C(C)(C)N1C(=NN=C1)C1=CC=CC(=N1)N1C=NC2=CC(=C(C=C2C1=O)NS(=O)(=O)CCOC)C N-(3-(6-(4-isopropyl-4H-1,2,4-triazol-3-yl)pyridin-2-yl)-7-methyl-4-oxo-3,4-dihydro-quinazolin-6-yl)-2-methoxyethyl-sulfonamide Ethyl-2-(3-bromo-2-hydroxyphenyl)acetate